C(C=C)(=O)N1CCC(CC1)(O)C#CC1=C(C2=C(N=CN=C2N)N1C)C=1C=CC(=C(C#N)C1)OC1=CC=CC=C1 5-(6-((1-acryloyl-4-hydroxypiperidin-4-yl)ethynyl)-4-amino-7-methyl-7H-pyrrolo[2,3-d]pyrimidin-5-yl)-2-phenoxy-benzonitrile